C[C@H](C1=NC2=C(S1)C=C(C=C2)F)NC(=O)[C@H](C(C)C)NC(=O)OC(C)C The molecule is a carbamate ester that is the isopropyl ester of benthiavalicarb. It is used as an agricultural fungicide. It has a role as an antifungal agrochemical. It is an organofluorine compound, a member of benzothiazoles, a carbamate ester, a valine derivative, a valinamide fungicide, a benzothiazole fungicide, a carbamate fungicide and a secondary carboxamide. It derives from a benthiavalicarb.